F[C@@H]1[C@@H](CC[C@H](C1)NCC1=CC=CC=2N1N=CC2)NCC2=CC1=C(N(C(N1C)=O)C)C=C2 5-((((1R,2S,4R)-2-Fluoro-4-((pyrazolo[1,5-a]pyridin-7-ylmethyl)amino)cyclohexyl)amino)methyl)-1,3-dimethyl-1,3-dihydro-2H-benzo[d]imidazol-2-one